C(C)(C)(C)[C@@H]1OC([C@H](N1C(=O)OCC1=CC=CC=C1)C[C@H]1O[C@H]([C@@H]2OC(O[C@@H]21)(C)C)OC)=O Benzyl (2S,4R)-2-(tert-butyl)-4-(((3aR,4R,6R,6aR)-6-methoxy-2,2-dimethyltetrahydrofuro[3,4-d][1,3]dioxol-4-yl)methyl)-5-oxooxazolidine-3-carboxylate